2,2-Dimethyl-3-[2-{[(1S)-1-(naphthalin-2-yl)ethyl]amino}-7-oxopyrido[2,3-d]pyrimidin-8(7H)-yl]propannitril CC(C#N)(CN1C(C=CC2=C1N=C(N=C2)N[C@@H](C)C2=CC1=CC=CC=C1C=C2)=O)C